FCC1N(CC=C(CC1)C1=C(C(=CC=2CCOC21)NC2=NC(=CC(=N2)C)NC)F)C(=O)OC(C)(C)C tert-butyl 2-(fluoromethyl)-5-[6-fluoro-5-[[4-methyl-6-(methylamino)pyrimidin-2-yl]amino]-2,3-dihydrobenzofuran-7-yl]-2,3,4,7-tetrahydroazepine-1-carboxylate